(R)-N-(4-((2-(2,2-dimethylcyclopropyl)-6-methylpyrimidin-4-yl)amino)-5-ethoxypyridin-2-yl)acetamide CC1([C@@H](C1)C1=NC(=CC(=N1)NC1=CC(=NC=C1OCC)NC(C)=O)C)C